NC1=C(C=NC(=C1)O[C@H]1C[C@@H]2COC=3C(C(N2C1)=O)=C1OCCCC1=C(C3)C)CCC(=O)OCC Ethyl 3-(4-amino-6-(((8aR,10S)-5-methyl-13-oxo-3,4,8a,9,10,11-hexahydro-2H,8H,13H-Chromeno[8,7-f]pyrrolo[2,1-c][1,4]oxazepin-10-yl)oxy)pyridin-3-yl)propanoate